CC1=CC=C(C=C1)S(=O)(=O)O.C(#N)[C@H](C[C@H]1C(NCC1)=O)NC(=O)[C@H]1N[C@@H]2CC([C@H]1CC2)(F)F (1S,3S,4S)-N-[(1S)-1-cyano-2-[(3S)-2-oxopyrrolidin-3-yl]ethyl]-5,5-difluoro-2-azabicyclo[2.2.2]octane-3-carboxamide 4-methylbenzenesulfonate